ClC=1C(=CC=C2C=CC(NC12)=O)C 8-chloro-7-methylquinolin-2(1H)-one